NC1=NC=CC=C1C1=NC=2C(=NC(=CC2)C2=CC=CC=C2)N1C1=CC=C(C=C1)C1CN(C1)CC1CCC(CC1)(C(=O)OC)C methyl (1r,4r)-4-((3-(4-(2-(2-aminopyridin-3-yl)-5-phenyl-3H-imidazo[4,5-b]pyridin-3-yl)phenyl)azetidin-1-yl)methyl)-1-methylcyclohexane-1-carboxylate